(9H-fluoren-9-yl)methyl((R)-1-((2S,4R)-4-hydroxy-2-(((S)-1-(4-(4-methylthiazol-5-yl)phenyl)ethyl)carbamoyl)pyrrolidin-1-yl)-3-methyl-1-oxo-3-(tritylthio)butan-2-yl)carbamate C1=CC=CC=2C3=CC=CC=C3C(C12)OC(N([C@H](C(=O)N1[C@@H](C[C@H](C1)O)C(N[C@@H](C)C1=CC=C(C=C1)C1=C(N=CS1)C)=O)C(C)(SC(C1=CC=CC=C1)(C1=CC=CC=C1)C1=CC=CC=C1)C)C)=O